FC1=C(C=C(C=C1)F)C=1SC(=CN1)C(=O)O 2-(2,5-difluorophenyl)thiazole-5-carboxylic acid